S(C)(=O)(=O)O.S(C)(=O)(=O)O.S(C)(=O)(=O)O.FN1C(C=C(C=C1C)C)C 1-fluoro-2,4,6-trimethylpyridine tri-mesylate